C(C1=CC=CC=C1)N1C(=CC2=CC(=CC=C12)C=1C=NC=C(C1)OC)C1=CC(=NC=C1)C 1-(benzyl)-5-(5-methoxypyridin-3-yl)-2-(2-methylpyridin-4-yl)-1H-indole